Cl[C@H](C(=O)N(NC([C@H](CC(C)C)NC(=O)C=1NC2=CC=CC(=C2C1)OC)=O)C[C@@H]1C(NCC1)=O)F N-((S)-1-(2-((R)-2-chloro-2-fluoroacetyl)-2-(((R)-2-oxopyrrolidin-3-yl)methyl)hydrazinyl)-4-methyl-1-oxopentan-2-yl)-4-methoxy-1H-indole-2-carboxamide